(2-chloropyridin-3-yl)-1-(methylamino)-6-(trifluoromethyl)-3H-pyrido[1,2-C]pyrimidin-3-one ClC1=NC=CC=C1C1=C2N(C(=NC1=O)NC)C=CC(=C2)C(F)(F)F